(R)-2,2-difluoro-N-(5-(6-((R)-1-hydroxypropyl)-4-methylpyridin-3-yl)imidazo[2,1-a][2,6]naphthyridin-9-yl)cyclopropane-1-carboxamide FC1([C@H](C1)C(=O)NC1=NC=C2C=C(N3C(C2=C1)=NC=C3)C=3C=NC(=CC3C)[C@@H](CC)O)F